7H-pyrrolo[2,3-d]pyrimidine-2-carboxylic acid N1=C(N=CC2=C1NC=C2)C(=O)O